(S)-1-(2,3-dichlorophenyl)propane-1,3-diol ClC1=C(C=CC=C1Cl)[C@H](CCO)O